C(C)(C)(C)C=1C=C2C=CC(=NC2=C(C1)C)C=1OC2=C(C1C)C=CC=C2 6-tert-Butyl-8-methyl-2-(3-methyl-1-benzofuran-2-yl)quinoline